F[C@@H]1[C@@H](OC[C@H]1O)C(=O)O (2S,3S,4R)-3-fluoro-4-hydroxytetrahydrofuran-2-carboxylic acid